C(C1=CC=CC=C1)OC1=C2C(=C(N(C2=CC=C1)C1=CC(=C(C=C1)F)F)C(COC)COC)C1=CC=C(C(=O)OC)C=C1 methyl 4-[4-benzyloxy-1-(3,4-difluorophenyl)-2-[2-methoxy-1-(methoxymethyl) ethyl]indol-3-yl]benzoate